C(C)(=O)O[C@@H]1[C@@H]([C@H](O[C@H]1N1C=2N=C(NC(C2N=C1)=O)NC(C(C)C)=O)COC(C1=CC=CC=C1)(C1=CC=C(C=C1)OC)C1=CC=C(C=C1)OC)OC(C)=O acetic acid [(2R,3R,4R,5R)-4-acetoxy-2-[[bis(4-methoxyphenyl)-phenyl-methoxy]-methyl]-5-[2-(2-methylpropanamido)-6-oxo-1H-purin-9-yl] tetrahydrofuran-3-yl] ester